BrC=1C=C(C(=NC1)NC(=O)C1(CCC(CC1)C(=O)O)C1=C(C=CC=C1)C(C)C)OC(F)F (1r,4r)-4-((5-bromo-3-(difluoromethoxy)pyridin-2-yl)carbamoyl)-4-(2-isopropylphenyl)cyclohexane-1-carboxylic acid